N1=C(N=CC=C1)NC1C(NC(CC1)=O)=O 3-(pyrimidin-2-ylamino)piperidine-2,6-dione